C/C=C/C1=CC2=CC(=O)[C@@](C(=O)[C@]2([C@H](O1)O)O)(C)OC(=O)C3=C(C(=C(C=C3O)O)O)C The molecule is an azaphilone that is 1H-isochromene-6,8(7H,8aH)-dione substituted by a prop-1-en-1-yl group at position 3, hydroxy groups at positions 1 and 8a, a methyl group at position 7 and a (3,4,6-trihydroxy-2-methylbenzoyl)oxy group at position 7. It has been isolated from Penicillium purpurogenum. It has a role as an antiviral agent and a Penicillium metabolite. It is an azaphilone, a benzoate ester, an enone, a member of isochromenes, a polyketide and a tertiary alpha-hydroxy ketone.